5-chloro-2-methoxy-4-[(1S)-4-phenylindan-1-yl]Oxy-benzaldehyde ClC=1C(=CC(=C(C=O)C1)OC)O[C@H]1CCC2=C(C=CC=C12)C1=CC=CC=C1